5-(3-fluoro-5-(trifluoromethyl)pyridin-2-yl)-4,5,6,7-tetrahydro-2H-pyrazolo[4,3-c]Pyridine FC=1C(=NC=C(C1)C(F)(F)F)N1CC=2C(CC1)=NNC2